FC=1C=C(CN2C=C(C3=CC(=CC=C23)[N+](=O)[O-])C#N)C=CC1 1-(3-fluorobenzyl)-5-nitro-1H-indole-3-carbonitrile